3,5-dichloropyrazine-2-carbaldehyde ClC=1C(=NC=C(N1)Cl)C=O